(±)-2,2'-bis(diphenylphosphino)-1,1-binaphthalene C1(=CC=CC=C1)P(C1=C(C2=CC=CC=C2C=C1)C1=C(C=CC2=CC=CC=C12)P(C1=CC=CC=C1)C1=CC=CC=C1)C1=CC=CC=C1